5-(4-(3-(4-(6-(4-chloro-3-cyclopropyl-1H-pyrrolo[2,3-b]pyridin-5-yl)pyridin-2-yl)-3-oxopiperazin-1-yl)propyl)piperazin-1-yl)-2-(2,6-dioxopiperidin-3-yl)isoindoline-1,3-dione ClC1=C2C(=NC=C1C1=CC=CC(=N1)N1C(CN(CC1)CCCN1CCN(CC1)C=1C=C3C(N(C(C3=CC1)=O)C1C(NC(CC1)=O)=O)=O)=O)NC=C2C2CC2